2-{[(1R,2S)-2-aminocyclohexyl]amino}-N-(3-carbamoyl-1-ethyl-1H-pyrazol-4-yl)pyrrolo[2,1-f][1,2,4]triazine-7-carboxamide trifluoroacetate FC(C(=O)O)(F)F.N[C@@H]1[C@@H](CCCC1)NC1=NN2C(C=N1)=CC=C2C(=O)NC=2C(=NN(C2)CC)C(N)=O